BrC1=C(C=C2C(=C(C(=NC2=C1F)Cl)[N+](=O)[O-])N[C@@H]1C[C@H](N(CC1)C(=O)OC(C)(C)C)CC(=O)OC(C)(C)C)I tert-butyl (2S,4S)-4-((7-bromo-2-chloro-8-fluoro-6-iodo-3-nitroquinolin-4-yl)amino)-2-(2-(tert-butoxy)-2-oxoethyl)piperidine-1-carboxylate